OC(C(=O)N1CC2=C(CCC1)N=C(NC2=O)C2(CC2)C2=CC(=CC=C2)C(C)C)C=2C=C(C=CC2)C2=CC(=CC=C2)C(F)(F)F 6-(2-hydroxy-2-(3'-(trifluoromethyl)-[1,1'-biphenyl]-3-yl)acetyl)-2-(1-(3-isopropylphenyl)cyclopropyl)-3,5,6,7,8,9-hexahydro-4H-pyrimido[5,4-c]azepin-4-one